ClC=1C=2N(C=C(C1)C=1N=C3N(C(C1)=O)C=C(C=C3)N3C[C@H]1N(CC3)CCC1)C=C(N2)C 2-(8-chloro-2-methylimidazo[1,2-a]pyridin-6-yl)-7-[(8aS)-hexahydropyrrolo[1,2-a]pyrazin-2(1H)-yl]-4H-pyrido[1,2-a]pyrimidin-4-one